ClC=1C(N(C(=CC1OCC1=NC=C(C=C1F)F)C)C1=CC(=NC=C1C)C1=NC(=NC=C1)C(C#N)(C)C)=O (S)-2-(4-(3-chloro-4-((3,5-difluoropyridin-2-yl)methoxy)-5',6-dimethyl-2-oxo-2H-[1,4'-bipyridin]-2'-yl)pyrimidin-2-yl)-2-methylpropanenitrile